C(#N)C1=C(C=C(C=C1)OC)[C@@H]1[C@H](C1)C(=O)N |r| rac-(1S*,2S*)-2-(2-cyano-5-methoxyphenyl)cyclopropane-1-carboxamide